(R)-N-(3,3-difluoro-1-(methylsulfonyl)piperidin-4-yl)-5-(1-(2-fluoroethyl)-1H-benzo[d][1,2,3]triazol-6-yl)-4-(methoxy-d)pyrrolo[2,1-f][1,2,4]triazin-2-amine FC1(CN(CC[C@H]1NC1=NN2C(C(=N1)OC[2H])=C(C=C2)C=2C=CC1=C(N(N=N1)CCF)C2)S(=O)(=O)C)F